6-(Difluoromethyl)-3-methoxypyrazine-2-carboxylic acid FC(C1=CN=C(C(=N1)C(=O)O)OC)F